tert-butyl 4-(7-(N-(1-methylcyclopropyl) sulfamoyl)-9H-pyrimido[4,5-b]indol-4-yl)-3,6-dihydropyridine-1(2H)-carboxylate CC1(CC1)NS(=O)(=O)C1=CC=C2C3=C(NC2=C1)N=CN=C3C=3CCN(CC3)C(=O)OC(C)(C)C